8-hydroxy-4-(4-methylpiperazino)-5-nitroquinoline OC=1C=CC(=C2C(=CC=NC12)N1CCN(CC1)C)[N+](=O)[O-]